4-hydroxy-2-methoxy-5-methylpyridine OC1=CC(=NC=C1C)OC